6-(3,5-difluoropyridin-4-yl)-8-methyl-2-((6-(2-(piperazin-1-yl)ethoxy)pyridin-3-yl)amino)pyrido[2,3-d]pyrimidin-7(8H)-one FC=1C=NC=C(C1C1=CC2=C(N=C(N=C2)NC=2C=NC(=CC2)OCCN2CCNCC2)N(C1=O)C)F